6-Amino-1-(2-methoxyphenyl)-2-oxo-4-(4-(6-oxo-3-phenylpyridazin-1(6H)-yl)phenyl)-1,2-dihydropyridine-3,5-dicarbonitrile NC1=C(C(=C(C(N1C1=C(C=CC=C1)OC)=O)C#N)C1=CC=C(C=C1)N1N=C(C=CC1=O)C1=CC=CC=C1)C#N